ClC1=C(C=CC=C1Cl)C1=NN=C2N1C=CN=C2N2CCC(CC2)(N)C 1-(3-(2,3-dichlorophenyl)-[1,2,4]triazolo[4,3-a]pyrazin-8-yl)-4-methylpiperidine-4-amine